1-(2,4-dihydroxyphenyl)-3-phenylpropan-1-one OC1=C(C=CC(=C1)O)C(CCC1=CC=CC=C1)=O